(+)-2-({4-[(2-imino-2,3-dihydro-1,3-oxazol-3-yl)methyl]-1H-1,3-benzodiazol-2-yl}amino)-2-[3-(trifluoromethyl)phenyl]propan-1-ol N=C1OC=CN1CC1=CC=CC=2NC(=NC21)NC(CO)(C)C2=CC(=CC=C2)C(F)(F)F